9-(1-Acetylpiperidin-4-yl)-7-methyl-2-((7-methylquinazolin-6-yl)amino)-7,9-dihydro-8H-purin-8-one C(C)(=O)N1CCC(CC1)N1C2=NC(=NC=C2N(C1=O)C)NC=1C=C2C=NC=NC2=CC1C